4-(benzyloxy)-6-((pyridine-2-ylmethyl)amino)pyrazolo[1,5-a]Pyridine-3-nitrile C(C1=CC=CC=C1)OC=1C=2N(C=C(C1)NCC1=NC=CC=C1)N=CC2C#N